(R)-2-((6-(4-aminopiperidin-1-yl)-3,5-dicyano-4-ethylpyridin-2-yl)sulfanyl)-2-phenylacetamide hydrochloride Cl.NC1CCN(CC1)C1=C(C(=C(C(=N1)S[C@@H](C(=O)N)C1=CC=CC=C1)C#N)CC)C#N